9H-fluoren-9-ylmethyl N-[4-[(3-fluoro-4-formyl-phenyl)methyl]phenyl]carbamate FC=1C=C(C=CC1C=O)CC1=CC=C(C=C1)NC(OCC1C2=CC=CC=C2C=2C=CC=CC12)=O